CS(=O)(=O)C1=NC(=NC(=C1)C1=CC=CC=C1)NS(=O)(=O)C1=CC=CC=C1 N-(4-methylsulfonyl-6-phenyl-pyrimidin-2-yl)benzenesulfonamide